COC(=O)C=1N=CSC1CCCOC1=C(C=C(C=C1)I)F 5-[3-(2-fluoro-4-iodo-phenoxy)propyl]-1,3-thiazole-4-carboxylic acid methyl ester